BrC1=CC(=C(C=2C=COC21)OC)[C@@H](C)O |r| (±)-1-(7-Bromo-4-methoxybenzofuran-5-yl)ethan-1-ol